4-(2-((S)-2-(2-isopropylphenyl)pyrrolidin-1-yl)-7-azaspiro[3.5]nonan-7-yl)-2-((S)-3-methyl-2,3-dihydropyrrolo[3',2':5,6]pyrido[2,3-b][1,4]oxazin-1(6H)-yl)benzoic acid C(C)(C)C1=C(C=CC=C1)[C@H]1N(CCC1)C1CC2(C1)CCN(CC2)C2=CC(=C(C(=O)O)C=C2)N2C1=C(O[C@H](C2)C)N=C2C(=C1)C=CN2